CC=1C=C(C=C(C1)C)NC(=N)NC1=C(C=CC=C1)C(F)(F)F (3,5-dimethylphenyl)-N'-(2-trifluoromethylphenyl)guanidine